tert-butyl N-[2-(dimethylamino)ethyl]-N-(5-nitropyridin-2-yl)carbamate CN(CCN(C(OC(C)(C)C)=O)C1=NC=C(C=C1)[N+](=O)[O-])C